(E)-2-[2-[6-(2-fluorophenoxy) pyrimidin-4-yloxy] phenyl]-3-methoxyacrylate FC1=C(OC2=CC(=NC=N2)OC2=C(C=CC=C2)/C(/C(=O)[O-])=C\OC)C=CC=C1